NC1=CC2=C(N=C(O2)N2CCN(CC2)C(=O)OC(C)(C)C)C=C1 tert-butyl 4-(6-aminobenzo[d]oxazol-2-yl)piperazine-1-carboxylate